N-[4-(3-Dimethylamino-propoxy)-benzyl]-3-[3-(4-trifluoromethoxybenzyl)-3H-imidazo[4,5-c]pyridin-2-yl]-propionamid CN(CCCOC1=CC=C(CNC(CCC2=NC3=C(C=NC=C3)N2CC2=CC=C(C=C2)OC(F)(F)F)=O)C=C1)C